4-ethyl-5-oxo-2,3,5,6-tetrahydropyrano[4,3,2-de]quinoline-8-carbaldehyde C(C)C=1C(NC=2C=C(C=C3C2C1CCO3)C=O)=O